bis(3-(2,8,9-trioxa-5-aza-1-silabicyclo[3.3.3]undecan-1-yl)propyl)amine [Si]12(OCCN(CCO1)CCO2)CCCNCCC[Si]21OCCN(CCO2)CCO1